4,6-dichloro-5-fluoro-N-(methylsulfanylcarbonimidoyl)pyridine-3-carboxamide ClC1=C(C=NC(=C1F)Cl)C(=O)NC(=N)SC